hexahydro-4,4-dimethyl-N-[4-methyl-3-(4-methyl-2-oxazolyl)phenyl]-1H-azepine-1-carboxamide CC1(CCN(CCC1)C(=O)NC1=CC(=C(C=C1)C)C=1OC=C(N1)C)C